O=C([C@@H](O)[C@H](O)[C@@H](O)[C@H](O)CO)[O-] idonate